ClC=1C=C(C=CC1Cl)C(CN(C(OC(C)(C)C)=O)C)N1C(C=C(C=C1)C1=CN(C2=NC=C(C=C21)N2CCOCC2)S(=O)(=O)C2=CC=C(C)C=C2)=O tert-butyl (2-(3,4-dichlorophenyl)-2-(4-(5-morpholino-1-tosyl-1H-pyrrolo[2,3-b]pyridin-3-yl)-2-oxopyridin-1(2H)-yl)ethyl)(methyl)carbamate